C1=NC=C(C2=CC=CC=C12)C=1C=C2C3=C(N(C2=CC1OC)C)C(=NC=C3)C 6-(isoquinolin-4-yl)-7-methoxy-1,9-dimethyl-9H-pyrido[3,4-b]indole